CC(CCCOCCCC(=C)C)=C di(4-methyl-4-pentenyl) ether